NC1=NC2=C(N1)C=C(C=C2)C=2C=NC=1CCN(C(C1C2)=O)CC2=C(C=CC(=C2)OC(F)(F)F)F 3-(2-amino-1H-benzo[d]imidazol-6-yl)-6-(2-fluoro-5-(trifluoromethoxy)benzyl)-7,8-dihydro-1,6-naphthyridin-5(6H)-one